ClC[C@@H](CC(=O)Cl)CCC (R)-3-chloromethyl-caproyl chloride